2-(4-(6-((4-chloro-2-fluorobenzyl)oxy)pyridin-2-yl)-2,5-difluorobenzyl)-1-((2R,3R)-3-methoxybutan-2-yl)-1H-benzo[d]imidazole-6-carboxylic acid ClC1=CC(=C(COC2=CC=CC(=N2)C2=CC(=C(CC3=NC4=C(N3[C@H](C)[C@@H](C)OC)C=C(C=C4)C(=O)O)C=C2F)F)C=C1)F